N-(1-(5-Isopropyl-1H-pyrazole-3-carbonyl)azetidin-3-yl)spiro[2.2]pentane-1-carboxamide C(C)(C)C1=CC(=NN1)C(=O)N1CC(C1)NC(=O)C1CC12CC2